N-({4-[(3-cyano-4-methyl-1H-indol-7-yl)sulfamoyl]phenyl}methyl)-4-(4,4,5,5-tetramethyl-1,3,2-dioxaborolan-2-yl)benzamide DIPHOSPHONAT P(=O)(O)OP(=O)O.C(#N)C1=CNC2=C(C=CC(=C12)C)NS(=O)(=O)C1=CC=C(C=C1)CNC(C1=CC=C(C=C1)B1OC(C(O1)(C)C)(C)C)=O